NC1=CC=C(C=C1)[C@H]1N(CCC1)C(=O)OC(C)(C)C tert-butyl (S)-2-(4-aminophenyl)pyrrolidine-1-carboxylate